1-[3-[[(1R)-1-(3,6-dimethyl-4-oxo-2-phenyl-benzopyran-8-yl)ethyl]amino]-2-pyridinyl]pyrrolidin-2-one CC1=C(OC2=C(C1=O)C=C(C=C2[C@@H](C)NC=2C(=NC=CC2)N2C(CCC2)=O)C)C2=CC=CC=C2